C1(=CC=CC=C1)C(N1CC(C1)N1N=C(C=C1)C(=O)O)C1=CC=CC=C1 1-(1-diphenylmethylazetidin-3-yl)-1H-pyrazole-3-carboxylic acid